N-(1-Azolylideneethyl)hydroxylamine N=1C(C=CC1)=C(C)NO